(S)-3-cyclopropyl-N-((S)-2-(dimethylamino)-3-(4-hydroxy-2,6-dimethylphenyl)propyl)-3-(2-methylthiazol-5-yl)propanamide C1(CC1)[C@H](CC(=O)NC[C@H](CC1=C(C=C(C=C1C)O)C)N(C)C)C1=CN=C(S1)C